COC1=CC(=C2C=CC=NC2=C1)N[C@H]1CNCC1 (3R)-3-[(7-methoxy-5-quinolyl)amino]Pyrrolidine